heptadecane-9-yl 4-((3-morpholinopropyl)amino)-4-oxo-2-(((3-oxo-3-(tridecyloxy)propyl)thio)methyl)butanoate O1CCN(CC1)CCCNC(CC(C(=O)OC(CCCCCCCC)CCCCCCCC)CSCCC(OCCCCCCCCCCCCC)=O)=O